C1(=CC=CC=C1)C(=C)B(O)O 1-PHENYLVINYLBORONIC ACID